NC=1C=CC(=C(C1)[C@H](C(=O)O)C)C1=CC2=C(C=N1)N=NN2[C@H](C)C2=C(C(=CC=C2Cl)C2CC2)Cl (R)-2-(5-amino-2-(1-((R)-1-(2,6-dichloro-3-cyclopropylphenyl)ethyl)-1H-[1,2,3]triazolo[4,5-c]pyridin-6-yl)phenyl)propanoic acid